C(C)(C)(C)OC(=O)N1[C@@H](CN([C@H](C1)CC)C1=CC(=NC=2N1N=C(C2)Br)Cl)CC.N(=[N+]=[N-])C\C=C/CC2=CC=CC1=CC=CC=C21 (Z)-1-(4-azidobut-2-en-1-yl)naphthalene Tert-butyl-(2R,5S)-4-(2-bromo-5-chloropyrazolo[1,5-a]pyrimidin-7-yl)-2,5-diethylpiperazine-1-carboxylate